C=C(C(=O)OC(C)(C)C)CC(=O)OCOC(C(C)(C)C)=O 1-(Tert-butyl) 4-((pivaloyloxy) methyl) 2-methylenesuccinate